6'-bromo-1'-((1-fluorocyclopropyl)methyl)spiro[cyclopropane-1,3'-indolin]-2'-one BrC1=CC=C2C3(C(N(C2=C1)CC1(CC1)F)=O)CC3